6-amino-2-methylpyridazin-3(2H)-one NC=1C=CC(N(N1)C)=O